4-(3-fluorophenyl)-1-(5-(isopropylsulfanyl)-4-(pyrimidin-5-yl)thiazol-2-yl)-3-methyl-1H-pyrazole-5-carboxylic acid FC=1C=C(C=CC1)C=1C(=NN(C1C(=O)O)C=1SC(=C(N1)C=1C=NC=NC1)SC(C)C)C